C(C1=CC=CC=C1)OC=1C=C(C=CC1)CC(O)C=1NC(NC1)=O 4-[2-(3-Benzyloxyphenyl)-1-hydroxyethyl]-1,3-dihydroimidazol-2-one